1-(1-butylpiperidin-4-yl)-N-((5-(5-(difluoromethyl)-1,3,4-oxadiazol-2-yl)pyridin-2-yl)methyl)-3-fluoro-N-(3-fluorophenyl)azetidine-3-carboxamide C(CCC)N1CCC(CC1)N1CC(C1)(C(=O)N(C1=CC(=CC=C1)F)CC1=NC=C(C=C1)C=1OC(=NN1)C(F)F)F